N-hydroxy-N-[3-hydroxy-1-imidazo[1,2-a]pyridin-6-yl-propyl]carbamic acid tert-butyl ester C(C)(C)(C)OC(N(C(CCO)C=1C=CC=2N(C1)C=CN2)O)=O